CN(C1CCC(CC1)NC=1N=CC2=C(N1)N(C=C2C2=CC(=C(C=C2)NS(=O)(=O)CC2=CC=C(C=C2)F)F)C)C N-(4-(2-(((1r,4r)-4-(dimethylamino)cyclohexyl)amino)-7-methyl-7H-pyrrolo[2,3-d]pyrimidin-5-yl)-2-fluorophenyl)-1-(4-fluorophenyl)methanesulfonamide